NC1=C2C(=NC=N1)N(N=C2C2=CC=C(CNC(C1=C(C=CC(=C1)F)OC)=O)C=C2)C=2C=NC(=CC2)C2CCNCC2 N-(4-(4-amino-1-(6-(piperidin-4-yl)pyridin-3-yl)-1H-pyrazolo[3,4-d]pyrimidin-3-yl)benzyl)-5-fluoro-2-methoxybenzamide